1-Methyl-3-pyrrolidone CN1CC(CC1)=O